C[C@H]1N(CCOC1)C1=CC(=NC(=N1)C1=C2C(=NC=C1)NC=C2)N=S2(CCCC2)=O 1-({6-[(3R)-3-methyl-morpholin-4-yl]-2-{1H-pyrrolo[2,3-b]pyridin-4-yl}pyrimidin-4-yl}-imino)-1λ6-thiolan-1-one